FC1(OC=2C(=CC=3C(C(=CN(C3C2)CCNC(C2=C(C=CC=C2)SC2=C(N=CN2C)[N+](=O)[O-])=O)C(=O)NCC2=NC(=CC=C2)C)=O)O1)F 2,2-difluoro-5-(2-(2-((1-methyl-4-nitro-1H-imidazol-5-yl)thio)benzamido)ethyl)-N-((6-methylpyridin-2-yl)methyl)-8-oxo-5,8-dihydro-[1,3]dioxolo[4,5-g]quinoline-7-carboxamide